5-bromo-4-chloro-2-(3-methylbut-1-en-2-yl)aniline BrC=1C(=CC(=C(N)C1)C(=C)C(C)C)Cl